FC1=CC=C(C=C1)C1=C(C=C(C=C1)OC1=CC=C(C=N1)N)OC1=CC=C(C=N1)N 6,6'-((4'-fluoro-[1,1'-biphenyl]-2,4-diyl)bis(oxy))bis(pyridin-3-amine)